Cl.ClC1=C(C(=O)N(CCN2CCNCC2)C)C=CC(=C1)NC=1C=2N(C=CN1)C(=CN2)C2=CC(=C(C=C2)OC)F 2-Chloro-4-((3-(3-fluoro-4-methoxyphenyl)imidazo[1,2-a]pyrazin-8-yl)amino)-N-methyl-N-(2-(piperazin-1-yl)ethyl)benzamide hydrochloride